F[C@H]1CN(CC[C@H]1NC1=CC=CC2=C1SC(=C2CC(F)(F)F)C#CCNC2=C(C=C(C=N2)P(C)(C)=O)OC)C (6-((3-(7-(((3S,4R)-3-fluoro-1-methylpiperidin-4-yl)amino)-3-(2,2,2-trifluoroethyl)benzo[b]thiophen-2-yl)prop-2-yn-1-yl)amino)-5-methoxypyridin-3-yl)dimethylphosphine oxide